4-[4-(3-nitrophenyl)-1H-pyrazol-1-yl]-1H-pyrrolo[2,3-b]pyridine [N+](=O)([O-])C=1C=C(C=CC1)C=1C=NN(C1)C1=C2C(=NC=C1)NC=C2